3-methyl-1-(2-((2-methylquinazolin-4-yl)oxy)ethyl)pyrrolidin-3-ol hydrochloride Cl.CC1(CN(CC1)CCOC1=NC(=NC2=CC=CC=C12)C)O